tert-butyl 4-[5-[[4-methyl-6-(methylamino)pyrimidin-2-yl]amino]-2,3-dihydrobenzofuran-7-yl]piperidine-1-carboxylate CC1=NC(=NC(=C1)NC)NC=1C=C(C2=C(CCO2)C1)C1CCN(CC1)C(=O)OC(C)(C)C